1-(3-bromophenoxy)-2-methylpropan-2-ol BrC=1C=C(OCC(C)(O)C)C=CC1